(S)-6-(8-(2,2-Difluoroethyl)dibenzo[b,d]thiophen-2-yl)-2-imino-3,6-dimethyl-tetrahydropyrimidin-4(1H)-one FC(CC=1C=CC2=C(C3=C(S2)C=CC(=C3)[C@@]3(CC(N(C(N3)=N)C)=O)C)C1)F